C1(CCCC1)NC1=NC(=NC=C1)NC1=CC2=C(B(OC2)O)C(=C1)CC 5-((4-(cyclopentylamino)pyrimidin-2-yl)amino)-7-ethylbenzo[c][1,2]oxaborol-1(3H)-ol